4-{3-[1-ethyl-3-(hydroxymethyl)-1H-pyrazol-5-yl]-1H-1,2,4-triazol-5-yl}-1H-pyrazolo[4,3-c]pyridine-6-carboxamide C(C)N1N=C(C=C1C1=NNC(=N1)C1=NC(=CC2=C1C=NN2)C(=O)N)CO